CN1C(N(C(C=2N(C=NC12)C)=O)CC[C@H](C[C@H](CC(=O)OC)O)O)=O methyl (3R,5R)-7-(3,7-dimethyl-2,6-dioxo-2,3,6,7-tetrahydro-1H-purin-1-yl)-3,5-dihydroxyheptanoate